Sodium tetrazolate N1N=NN=C1C(=O)[O-].[Na+]